NC(C)(C)C1=CC(=NC(=C1)C1=CC=C(C=C1)F)OC1[C@@H]2CN(C[C@H]12)C(=O)C=1C=C(C=2N(C1)C=C(N2)C(F)F)OC(F)F ((1R,5S,6s)-6-((4-(2-aminopropan-2-yl)-6-(4-fluorophenyl)pyridin-2-yl)oxy)-3-azabicyclo[3.1.0]hexan-3-yl)(8-(difluoromethoxy)-2-(difluoromethyl)imidazo[1,2-a]pyridin-6-yl)methanone